quinolinecarboxamide nitrogen [N].N1=C(C=CC2=CC=CC=C12)C(=O)N